6-(6-(3-(9-(naphthalen-2-yl)-1,10-phenanthrolin-2-yl)phenyl)pyridin-2-yl)benzo[c]phenanthridine C1=C(C=CC2=CC=CC=C12)C=1C=CC2=CC=C3C=CC(=NC3=C2N1)C=1C=C(C=CC1)C1=CC=CC(=N1)C=1N=C2C3=C(C=CC2=C2C=CC=CC12)C=CC=C3